FC=1C=C2N(CCN(C2=CC1)C(=O)NCC1CCN(CC1)C(=O)OC(C)(C)C)C1=CC=C(C=C1)F tert-butyl 4-((6-Fluoro-4-(4-fluorophenyl)-1,2,3,4-tetrahydroquinoxaline-1-carboxamido)methyl)piperidine-1-carboxylate